COC=1C=C2C(N(C=3C4=C(C=CC3C2=CC1OC)C=C1C(=C4)OCO1)CCN1CCOCC1)=O 2,3-Dimethoxy-12-(2-morpholinoethyl)-[1,3]dioxolo[4',5':4,5]benzo[1,2-c]phenanthridin-13(12H)-one